C(#N)C(C)(C)C=1C=CC=2N(C1)N=CC2C2=CC(=C(C(=O)NC1CC1)C(=C2)OCCOC)OC 4-[6-(1-cyano-1-methyl-ethyl)pyrazolo[1,5-a]pyridin-3-yl]-N-cyclopropyl-2-methoxy-6-(2-methoxyethoxy)benzamide